5-{1-[4-(cyclohexylmethoxy)-2-fluorobenzoyl]piperidin-4-yl}-4-methoxypyridin-2-amine trifluoroacetate FC(C(=O)O)(F)F.C1(CCCCC1)COC1=CC(=C(C(=O)N2CCC(CC2)C=2C(=CC(=NC2)N)OC)C=C1)F